trans-4-(2-methoxypyridin-3-yl)pyrrolidine-3-carbonitrile hydrochloride Cl.COC1=NC=CC=C1[C@H]1[C@@H](CNC1)C#N